Cl.C(C)OC(=O)C1CNC1.BrC=1C=C2CCC(C2=C(C1)OC)=O 5-Bromo-7-methoxy-indan-1-one Ethyl-azetidine-3-carboxylate hydrochloride